3-((3-fluoro-1',2',3',6'-tetrahydro-[2,4'-bipyridin]-5-yl)amino)piperidine-2,6-dione hydrochloride Cl.FC=1C(=NC=C(C1)NC1C(NC(CC1)=O)=O)C=1CCNCC1